1-(4-fluorophenyl)-1H-pyrazole-5-carbonitrile FC1=CC=C(C=C1)N1N=CC=C1C#N